CN1N=NC(=C1C(=O)O)C1=NC(=C(C=C1)N(S(=O)(=O)C)C([2H])([2H])[2H])C 1-methyl-4-(6-methyl-5-(N-(methyl-d3)methylsulfonamido)pyridin-2-yl)-1H-1,2,3-triazole-5-carboxylic acid